IC1C(C(CCC1)NC([O-])=O)C#CC 3-iodo-2-propynylcyclohexyl-carbamate